C1(CC1)C(C)NC(=O)C1=CC2=NC(=CC(=C2S1)N1CCOCC1)N1N=C(C=C1)C=1C=C(C=CC1)C N-(1-Cyclopropylethyl)-7-morpholino-5-(3-(m-tolyl)-1H-pyrazol-1-yl)thieno[3,2-b]pyridine-2-carboxamide